C(C)OP(OCC)(=O)CP(OCC)(OCC)=O.C(C(=C)C)(=O)OC METHYL METHACRYLATE Tetraethyl-methylenebis(phosphonate)